N,N-dimethyl-dithiocarbamic acid iron [Fe].CN(C(S)=S)C